C(C1=CC=CC=C1)[C@@H]1N(C(OC1)=O)C([C@@H](C)C1=C(C=CC=C1)F)=O (4S)-4-benzyl-3-[(2S)-2-(2-fluorophenyl)propanoyl]-1,3-oxazolidin-2-one